tert-butyl 4-(3-(tert-butyl(methyl)carbamoyl)-1-(3,5-dichlorophenyl)-7-methoxy-1,4-dihydrochromeno[4,3-c]pyrazol-8-yl)-3,5-dimethyl-1H-pyrazole-1-carboxylate C(C)(C)(C)N(C(=O)C=1C2=C(N(N1)C1=CC(=CC(=C1)Cl)Cl)C=1C=C(C(=CC1OC2)OC)C=2C(=NN(C2C)C(=O)OC(C)(C)C)C)C